C(C)(C)(C)OC(=O)N1CCN(CC1)C=1C=C(C=2N(C1)C(=NC2)C)C2=C(C=C(C=C2)F)C(=O)OCC 4-{8-[2-(Ethoxycarbonyl)-4-fluorophenyl]-3-methylimidazo[1,5-a]pyridin-6-yl}piperazine-1-carboxylic acid tert-butyl ester